benzo[7]annulene-3-carboxylic acid hydrochloride Cl.C=1C=C(CC=2C1C=CC=CC2)C(=O)O